tert-Butyl N-[(3R)-1-{8-fluoro-6-[5-formyl-1-(4-methylbenzenesulfonyl)-1H-pyrrolo[2,3-b]pyridin-3-yl]quinolin-4-yl}piperidin-3-yl]carbamate FC=1C=C(C=C2C(=CC=NC12)N1C[C@@H](CCC1)NC(OC(C)(C)C)=O)C1=CN(C2=NC=C(C=C21)C=O)S(=O)(=O)C2=CC=C(C=C2)C